Isopropyl ((R)-(((1S,4R)-4-(2-amino-6-((2-(dimethylamino)ethyl)(methyl)amino)-9H-purin-9-yl)cyclopent-2-en-1-yl)methoxy)(phenoxy)phosphoryl)-L-alaninate NC1=NC(=C2N=CN(C2=N1)[C@H]1C=C[C@H](C1)CO[P@@](=O)(OC1=CC=CC=C1)N[C@@H](C)C(=O)OC(C)C)N(C)CCN(C)C